(3-aminophenyl) (4-aminophenyl) sulfide NC1=CC=C(C=C1)SC1=CC(=CC=C1)N